Aminopyrazolone tert-butyl-{2-[3-(benzyloxy)propoxy]ethyl}carbamate C(C)(C)(C)N(C(O)=O)CCOCCCOCC1=CC=CC=C1.NC=1C(N=NC1)=O